(R,E)-2-cyano-N-(1-(3,4-dimethoxyphenyl)ethyl)-3-(5-isopropoxy-1H-pyrrolo[2,3-b]pyridin-3-yl)acrylamide C(#N)/C(/C(=O)N[C@H](C)C1=CC(=C(C=C1)OC)OC)=C\C1=CNC2=NC=C(C=C21)OC(C)C